4-(5-Ethyl-1,2,4-oxadiazol-3-yl)-6-methyl-N-(4-methylthiazol-2-yl)picolinamide C(C)C1=NC(=NO1)C1=CC(=NC(=C1)C)C(=O)NC=1SC=C(N1)C